CC1=NC(=NC=C1)[C@@H]1[C@@H](C1)C1=NC2=CC(=CC=C2C=N1)NC(OC(C)(C)C)=O |o1:7,&1:8| rac-tert-butyl (2-((7S*,2S*)-2-(4-methylpyrimidin-2-yl)cyclopropyl)quinazolin-7-yl)carbamate